4-([1,1'-biphenyl]-3-yl)piperazin C1(=CC(=CC=C1)N1CCNCC1)C1=CC=CC=C1